OC1(COC1)C1=CC(=C(C(=C1)C)C(=O)N1CCC(CC1)OC1=CC=C(C=C1)C(F)(F)F)C (4-(3-hydroxyoxetan-3-yl)-2,6-dimethylphenyl)(4-(4-(trifluoromethyl)phenoxy)piperidin-1-yl)methanone